F\C(=C/CN)\CS(=O)(=O)C=1C=C(C=CC1)C (Z)-3-fluoro-4-(m-tolylsulfonyl)but-2-en-1-amine